tert-butyl N-[7-fluoro-5-(1-isopropylpyrazol-4-yl)-1H-indol-3-yl]carbamate tert-Butyl-N-(5-bromo-7-fluoro-1H-indol-3-yl)carbamate C(C)(C)(C)OC(NC1=CNC2=C(C=C(C=C12)Br)F)=O.FC=1C=C(C=C2C(=CNC12)NC(OC(C)(C)C)=O)C=1C=NN(C1)C(C)C